C(CCCCCCCCCCC)(=O)OCN1C(CCC2=CC=C(C=C12)CCN1CCN(CC1)C1=CC(=CC=2SC=CC21)F)=O (7-(2-(4-(6-fluorobenzo[b]thiophen-4-yl)piperazin-1-yl)ethyl)-2-oxo-3,4-dihydroquinolin-1(2H)-yl)methyl dodecanoate